4-[4-Cyano-6-(4-fluoro-benzyl)-3-hydroxy-pyridin-2-yl]-4-oxo-butyric acid C(#N)C1=C(C(=NC(=C1)CC1=CC=C(C=C1)F)C(CCC(=O)O)=O)O